tert-butyl 3-(2-((2S,3S)-1-methyl-5-oxo-2-(pyridin-3-yl)pyrrolidine-3-carboxamido)ethoxy)propanoate CN1[C@@H]([C@H](CC1=O)C(=O)NCCOCCC(=O)OC(C)(C)C)C=1C=NC=CC1